C1=CC=CC=2C3=CC=CC=C3C(C12)CN1C2N(C(CC1)=O)C(C(N(C2)CC2=CC=C(C=C2)OC)=O)C (9H-fluoren-9-yl)methyl-8-(4-methoxybenzyl)-6-methyl-4,7-dioxohexahydro-2H-pyrazino[1,2-a]pyrimidine